C1(=CC=CC=C1)C1=C2C(=C(C(=C(C2=CC=C1)C1=CC=CC2=CC=CC=C12)C1=CC=CC=C1)C1=CC=CC2=CC=CC=C12)C1=CC=CC2=CC=CC=C12 phenylnaphthylNaphthyl-phenylBinaphthyl